tert-butyl 1-(5-chloro-4-(((R)-1-(2,4-dichlorophenyl)ethyl)amino)-6-methylpyrimidin-2-yl)-[3,4'-bipiperidine]-1'-carboxylate ClC=1C(=NC(=NC1C)N1CC(CCC1)C1CCN(CC1)C(=O)OC(C)(C)C)N[C@H](C)C1=C(C=C(C=C1)Cl)Cl